C(C1=CC=CC=C1)SC=1C=C(C=CC1)NC1=NC=CC=C1Br N-(3-benzylsulfanylphenyl)-3-bromo-pyridin-2-amine